([1,1'-biphenyl]-4-ylmethyl)-4-bromo-2,5-dimethylthiophene C1(=CC=C(C=C1)CC1=C(SC(=C1Br)C)C)C1=CC=CC=C1